3-(6-aminoimidazo[1,2-a]pyridin-3-yl)-N-methyl-4-[4-(trifluoromethyl)phenoxy]benzene-1-sulfonamide NC=1C=CC=2N(C1)C(=CN2)C=2C=C(C=CC2OC2=CC=C(C=C2)C(F)(F)F)S(=O)(=O)NC